F[C@H]1CN(C[C@@H]1NC1=NC(=NC2=CC=C(C=C12)C)N1CCS(C2=C(C1)C=CC=C2)=O)C(=O)OCC2=CC=CC=C2 benzyl (3S,4S)-3-fluoro-4-{[6-methyl-2-(1-oxido-2,3-dihydro-1,4-benzothiazepin-4(5H)-yl)quinazolin-4-yl]amino}pyrrolidine-1-carboxylate